N[C@H](C(=O)O)C1=CC2=CC=CC=C2C=C1 (S)-2-amino-2-(naphthalen-2-yl)acetic acid